FC(C(=O)N)(F)F (E)-2,2,2-trifluoro-acetamide